(Z)-5-(4-((5-cyclopropyl-3-(2,6-dichlorophenyl)isoxazol-4-yl)methoxy)piperidin-1-yl)-N'-hydroxythiazole-2-carboximidamide C1(CC1)C1=C(C(=NO1)C1=C(C=CC=C1Cl)Cl)COC1CCN(CC1)C1=CN=C(S1)/C(/N)=N/O